5-fluoro-3-methanesulfonyl-1-(2-methylpropoxy)-4H,5H,6H-cyclopenta[c]thiophen-4-one FC1C(C=2C(=C(SC2S(=O)(=O)C)OCC(C)C)C1)=O